CCNC1=NC(=NC(=N1)Cl)NCC The molecule is a diamino-1,3,5-triazine that is N,N'-diethyl-1,3,5-triazine-2,4-diamine substituted by a chloro group at position 6. It has a role as a herbicide, a xenobiotic and an environmental contaminant. It is a chloro-1,3,5-triazine and a diamino-1,3,5-triazine.